(S)-6-{2-Amino-2-[4-(5-chloro-1H-indazol-1-yl)pyridine-3-yl]-ethyl}-5-methylpyridine-2-carbonitrile hydrochloride Cl.N[C@@H](CC1=C(C=CC(=N1)C#N)C)C=1C=NC=CC1N1N=CC2=CC(=CC=C12)Cl